N1-(2-chloroquinazolin-4-yl)ethane-1,2-diamine ClC1=NC2=CC=CC=C2C(=N1)NCCN